ClC=1C=C(N(S(=O)(=O)CC)CC2=NOC(=C2)C(=O)OCC)C=CC1 ethyl 3-[(3-chloro-N-ethylsulfonyl-anilino)methyl]isoxazole-5-carboxylate